C(CCCCC)C(CC1=C(SC=C1)C=1SC=CC1)CCCCCCCC 3-(2-Hexyldecyl)-2-(thiophen-2-yl)thiophene